C(C)OC(=O)C1C(C1)CC1CCN(CC1)C(=O)OC(C)(C)C tert-butyl 4-((2-(ethoxycarbonyl)cyclopropyl)methyl)piperidine-1-carboxylate